CC1(OC2=C(CNC1)C=CC=C2)C 2,2-Dimethyl-2,3,4,5-tetrahydrobenzo[f][1,4]oxazepine